N1=C(C=CC=C1)SSCCC(=O)NN 3-(2-pyridyldithio)-propionylhydrazine